C1(CCC1)C(C)O 1-cyclobutylethane-1-ol